C(C)OC(C1=CC=C(C=C1)OC)=O Ethylanisat